O=C1SC(C(N1)=O)CC=1C=CC(=C(C(=O)NCC2=CC=C(C=C2)C(F)(F)F)C1)OC 5-(2,4-dioxothiazolidin-5-ylmethyl)-2-methoxy-N-(4-trifluoromethyl-benzyl)benzamide